C(C)C1(COC1)C1=C(C2=C(C=C3C=NNC3=C2)N1C1=CC=C(C=C1)F)C1=C(C=C(C(=O)O)C=C1)F 4-[6-(3-ethyloxetan-3-yl)-5-(4-fluorophenyl)-1H-pyrrolo[2,3-f]indazol-7-yl]-3-fluoro-benzoic Acid